(S)-3-(3-(4-hydroxy-1,6-dimethyl-2-oxo-1,2-dihydropyridin-3-yl)ureido)-3-(3'-methoxy-6-methylbiphenyl-3-yl)propanoic acid OC1=C(C(N(C(=C1)C)C)=O)NC(N[C@@H](CC(=O)O)C=1C=C(C(=CC1)C)C1=CC(=CC=C1)OC)=O